N[C@H]([C@H](O)C1=CC(=CC(=C1)F)F)C (1R,2S)-2-amino-1-(3,5-difluorophenyl)-1-propanol